(2-Chlorotrityl) (2S,5S,8S,13S,16R)-2-amino-16-benzyl-8-(4-chlorobenzyl)-5-(methoxymethyl)-7,13,14-trimethyl-3,6,10,15-tetraoxo-4,7,11,14-tetraazaoctadecan-18-oate N[C@@H](C)C(N[C@H](C(N([C@H](CC(NC[C@@H](N(C([C@@H](CC(=O)OC(C1=C(C=CC=C1)Cl)(C1=CC=CC=C1)C1=CC=CC=C1)CC1=CC=CC=C1)=O)C)C)=O)CC1=CC=C(C=C1)Cl)C)=O)COC)=O